2-(3-bromo-2-methylphenyl)Azolo[5,4-b]Pyridine-6-carbaldehyde BrC=1C(=C(C=CC1)C=1N=C2NC(=CC=C2C1)C=O)C